ClC=1C=C2C3=C(NC2=CC1)[C@@H](NCC3)CC3CCC3 (S)-6-chloro-1-(cyclobutylmethyl)-2,3,4,9-tetrahydro-1H-pyrido[3,4-b]indole